(R)-8-(4-chloro-2-fluorophenyl)-2,3-dimethyl-6-(3-((1-methyl-1H-pyrazol-4-yl)oxy)pyrrolidin-1-yl)pyrimido[5,4-d]pyrimidin-4(3H)-one ClC1=CC(=C(C=C1)C1=NC(=NC2=C1N=C(N(C2=O)C)C)N2C[C@@H](CC2)OC=2C=NN(C2)C)F